COC=1C=C(CC=2NC(=NN2)C(=O)OCC)C=CC1 ethyl 5-(3-methoxybenzyl)-4H-1,2,4-triazole-3-carboxylate